C(CC(=O)NCCS(=O)(=O)O)[C@@H](C(=O)[O-])[NH3+] The molecule is a dipeptide zwitterion that is glutaurine in which a proton has been transferred from the carboxy group to the alpha-amino group. It has a role as an anticonvulsant, an anxiolytic drug and a hormone. It is a conjugate acid of a glutaurine(1-). It is a tautomer of a glutaurine.